S1C2=C(C(=C1)C=1C=C3CN(C(C3=CC1)=O)[C@H](C(=O)NC(CC(=O)O)C(CF)=O)CC)C=CC=C2 3-((S)-2-(5-(benzo[b]thiophen-3-yl)-1-oxoisoindolin-2-yl)butanamido)-5-fluoro-4-oxopentanoic acid